NC1CCN(CC1)C(=O)C=1NC2=CC=C(C(=C2C1Cl)Cl)F (4-aminopiperidin-1-yl)(3,4-dichloro-5-fluoro-1H-indol-2-yl)methanone